[Si](C1=CC=CC=C1)(C1=CC=CC=C1)(C(C)(C)C)OCCOCCC1CCSC([S+]1O)(C)C 6-(2-{2-[(tert-butyldiphenylsilyl)oxy]ethoxy}ethyl)-2,2-dimethyl-1,3-dithian-1-ium-1-ol